N-(4-bromophenyl)-N,N-bis(1,1'-biphenyl-4-yl)amine BrC1=CC=C(C=C1)N(C1=CC=C(C=C1)C1=CC=CC=C1)C1=CC=C(C=C1)C1=CC=CC=C1